BrC1=CC=C2C(=N1)N=CN2 5-bromo-1H-imidazo[4,5-B]pyridine